3-cyclopropyl-1,2,4-thiadiazole-5-carboxylic acid ethyl ester C(C)OC(=O)C1=NC(=NS1)C1CC1